1-Ethyl-3-imidazolium chloride [Cl-].C(C)N1C=[NH+]C=C1